({1-[(2,2-difluoro-1,3-benzodioxol-5-yl)sulfonyl]-5-(2-fluoropyridin-3-yl)-1H-pyrrol-3-yl}methyl)(methyl)amine hydrochloride Cl.FC1(OC2=C(O1)C=CC(=C2)S(=O)(=O)N2C=C(C=C2C=2C(=NC=CC2)F)CNC)F